C(CCC)C(C#N)(CCCC)CO 2-butyl-2-(hydroxymethyl)capronitrile